ethyl 1-(1-(tert-butoxycarbonyl)pyrrolidin-3-yl)-3-(4-phenoxyphenyl)-1H-pyrazole-4-carboxylate C(C)(C)(C)OC(=O)N1CC(CC1)N1N=C(C(=C1)C(=O)OCC)C1=CC=C(C=C1)OC1=CC=CC=C1